OP(O)OP(O)O.C(C)(C)(C)C1=C(C(=CC(=C1)C)C(C)(C)C)C(O)(C(CO)(CO)CO)CCCCCCCC(C)C 2,6-di-tert-butyl-4-methylphenylisodecyl-pentaerythritol diphosphite